2,4-dichloro-6-fluoro-8-methoxyquinazoline ClC1=NC2=C(C=C(C=C2C(=N1)Cl)F)OC